ClC1=NC(=CC(=C1)C1=C(C=C(C=C1)F)C=1NC=C(N1)C#N)C1CC1 2-[2-(2-chloro-6-cyclopropylpyridin-4-yl)-5-fluorophenyl]-1H-imidazole-4-carbonitrile